1-(2-(difluoromethyl)-3-((2,4-dimethylphenyl)sulfonyl)phenyl)piperazine FC(C1=C(C=CC=C1S(=O)(=O)C1=C(C=C(C=C1)C)C)N1CCNCC1)F